2,4-trimethyl-1,3-dioxolane CC1COC(O1)(C)C